ClC1=CNC=2N=C(N=C(C21)NCC2CCC2)NC2=C(C=C(C=C2)S(=O)(=O)N2CCC(CC2)N2CCOCC2)OC 5-chloro-N4-(cyclobutylmethyl)-N2-(2-methoxy-4-((4-morpholinopiperidin-1-yl)sulfonyl)phenyl)-7H-pyrrolo[2,3-d]pyrimidine-2,4-diamine